C(CCCCCCCCCCCCCCC)(=O)C(C)N(CC)CCCN palmitoyl-aminopropyl-diethylamine